C1OCC12CN(CC2)CC(=O)NC=2C=C(C(=NC2)C)NC(=O)C2=NN=C1N2C=CC(=C1)C=1C=NN(C1)C N-(5-(2-(2-oxa-6-azaspiro[3.4]octan-6-yl)acetamido)-2-methylpyridin-3-yl)-7-(1-methyl-1H-pyrazol-4-yl)-[1,2,4]triazolo[4,3-a]pyridine-3-carboxamide